2-(4-(4-(2-(2-Aminopyridin-3-yl)-5-phenyl-3H-imidazo[4,5-b]pyridin-3-yl)benzyl)piperazine-1-carbonyl)isonicotinonitrile NC1=NC=CC=C1C1=NC=2C(=NC(=CC2)C2=CC=CC=C2)N1C1=CC=C(CN2CCN(CC2)C(=O)C=2C=C(C#N)C=CN2)C=C1